[5-(4-hydroxyphenyl)-3-phenyl-1H-pyrrol-2-yl]-[5-(4-hydroxyphenyl)-3-phenylpyrrol-2-ylidene]amine OC1=CC=C(C=C1)C1=CC(=C(N1)N=C1N=C(C=C1C1=CC=CC=C1)C1=CC=C(C=C1)O)C1=CC=CC=C1